(Dl)-1-hydroxycyclohexyl phenyl ketone C1(=CC=CC=C1)C(=O)C1(CCCCC1)O